C(C1=CC=CC=C1)[C@H](CCCNC(=O)C=1C=CC2=CC=3CCCCC3N=C2C1)C(=O)N1CCC(CC1)(CN1C=NC2=CC(=CC=C2C1=O)NC(CCN1CCN(CC1)C)=O)O (S)-N-(4-benzyl-5-(4-hydroxy-4-((7-(3-(4-methylpiperazin-1-yl)propanamido)-4-oxoquinazolin-3(4H)-yl)methyl)piperidin-1-yl)-5-oxopentyl)-5,6,7,8-tetrahydroacridine-3-carboxamide